BrCCOCCOCCOCCC(=O)O 3-[2-[2-(2-bromoethoxy)ethoxy]ethoxy]propanoic acid